2-((2r,3r)-3-aminotetrahydro-2H-pyran-2-yl)-5-chloro-N-(2-fluorobenzyl)thieno[3,2-b]pyridin-7-amine trifluoroacetate FC(C(=O)O)(F)F.N[C@H]1[C@@H](OCCC1)C1=CC2=NC(=CC(=C2S1)NCC1=C(C=CC=C1)F)Cl